FC=1C=C(C=CC1N1CCN(CC1)C1COC1)N1C(O[C@H](C1)CNC(CO)=O)=O (S)-N-((3-(3-fluoro-4-(4-(oxetan-3-yl)piperazin-1-yl)phenyl)-2-oxooxazolidin-5-yl)methyl)-2-hydroxyacetamide